4-nitrophenyl-alanine [N+](=O)([O-])C1=CC=C(C=C1)N[C@@H](C)C(=O)O